N=1N(N=C2C1C=CC=C2)C2=CC(=CC(=C2O)CC2=C(C(=CC(=C2)C)C(C)(C)C)O)C(C)(C)CC 6-(2-benzotriazolyl)-4-tertiary amyl-6'-tertiary butyl-4'-methyl-2,2'-methylenediphenol